BrC1=C(C=NS(=O)C(C)(C)C)C=CC=C1 N-(2-bromobenzylidene)-2-methylpropane-2-sulfinamide